(3aR,4S,9bS)-4-(4-Hydroxy-phenyl)-2,2-dioxo-1,2,3,3a,4,9b-hexahydro-5-oxa-2λ6-thia-cyclopenta[a]naphthalen-8-ol OC1=CC=C(C=C1)[C@@H]1[C@H]2[C@@H](C3=CC(=CC=C3O1)O)CS(C2)(=O)=O